(2S)-1-[7-chloro-8-fluoro-2-(methylsulfanyl)pyrido[4,3-d]pyrimidin-5-yl]-N,2-dimethylazetidine-2-carboxamide ClC1=C(C=2N=C(N=CC2C(=N1)N1[C@@](CC1)(C(=O)NC)C)SC)F